C1(=CC=C(C=C1)C1=CC=CC=C1C(=O)OC)C1=CC=CC=C1 methyl 4-biphenylbenzoate